CC1=C2C(C(=CN(C2=NC(=C1)N1CC(C1)NC(CCCC)=O)C=1SC=CN1)C(=O)O)=O 5-methyl-4-oxo-7-(3-pentanoylaminoazetidin-1-yl)-1-(1,3-thiazol-2-yl)-1,4-dihydro-1,8-naphthyridine-3-carboxylic acid